(NE)-2-BROMO-4-CHLORO-N-(DIMETHYLAMINOMETHYLIDENE)BENZAMIDE BrC1=C(C(=O)/N=C/N(C)C)C=CC(=C1)Cl